5-(5-(2-hydroxy-prop-2-yl)-1-methyl-1H-pyrrolo[2,3-b]pyridin-3-yl)-pyridin OC(C)(C)C=1C=C2C(=NC1)N(C=C2C=2C=CC=NC2)C